N-(4-((2-(1,1-difluoroethyl)-6-(8-fluoro-2-methylimidazo[1,2-a]pyridin-6-yl)pyrimidin-4-yl)amino)-5-methoxypyridin-2-yl)acetamide FC(C)(F)C1=NC(=CC(=N1)NC1=CC(=NC=C1OC)NC(C)=O)C=1C=C(C=2N(C1)C=C(N2)C)F